Cl.OC1(CC(C1)N)C(F)(F)F trans-1-hydroxy-1-(trifluoromethyl)3-aminocyclobutane hydrochloride